3-cyclobutyl-N-(methanesulfonyl)-4-[4-(methoxymethyl)piperidin-1-yl]-1-phenyl-1H-pyrazolo[3,4-b]pyridine-6-carboxamide C1(CCC1)C1=NN(C2=NC(=CC(=C21)N2CCC(CC2)COC)C(=O)NS(=O)(=O)C)C2=CC=CC=C2